(S)-N-((R)-5-cyano-2,3-dihydro-1H-pyrrolizin-1-yl)-2-methylpropane-2-sulfinamide C(#N)C=1N2CC[C@H](C2=CC1)N[S@@](=O)C(C)(C)C